C(#N)C=1C=NN2C1C(=CC(=C2)C=2C=NN(C2C)[C@H]2CN(CC2)C(=O)OCCCC)OS(=O)(=O)C(F)(F)F 1-Butyl (3R)-3-[4-[3-cyano-4-(trifluoromethylsulfonyloxy) pyrazolo[1,5-a]pyridin-6-yl]-5-methyl-pyrazol-1-yl]pyrrolidine-1-carboxylate